NC1=NC=2C=NC(=CC2C2=C1C=NN2C)C(=O)N2C[C@H](CC2)OC2=CC=C(C=C2)C(F)(F)F (4-amino-1-methyl-1H-pyrazolo[4,3-c][1,7]naphthyridin-8-yl)((3S)-3-(4-(trifluoromethyl)phenoxy)-1-pyrrolidinyl)methanone